methyl 3-ethylsulfanyl-5-hydroxy-pyridine-2-carboxylate C(C)SC=1C(=NC=C(C1)O)C(=O)OC